(9S,9aS)-9-hydroxy-3-nitro-8,9,9a,10-tetrahydro-5H,7H-pyrido[3,2-f]pyrrolo[2,1-c][1,4]oxazepin-5-one O[C@H]1CCN2[C@H]1COC1=C(C2=O)C=C(C=N1)[N+](=O)[O-]